CC(C)(C)OC(CCOCCOCCBr)=O 3-({2-[(2-bromoethyl)oxy]ethyl}oxy)propanoic acid-2-methylpropan-2-yl ester